N-(4-{4-cyano-5-[(pyrazin-2-yl)amino]-1-{[2-(trimethylsilyl)ethoxy]methyl}-1H-pyrazol-3-yl}-3-[(4-fluorophenyl)methoxy]phenyl)ethane-1-sulfonamide C(#N)C=1C(=NN(C1NC1=NC=CN=C1)COCC[Si](C)(C)C)C1=C(C=C(C=C1)NS(=O)(=O)CC)OCC1=CC=C(C=C1)F